CC1=NN(C(=C1S(=O)(=O)N1CCC2(CC(CO2)NC[C@@H](COC=2C=C(C=CC2)S(=O)(=O)NC)O)CC1)C)C1=CC=CC=C1 3-((2S)-3-(8-(3,5-dimethyl-1-phenyl-1H-pyrazol-4-ylsulfonyl)-1-oxa-8-azaspiro[4.5]decan-3-ylamino)-2-hydroxypropoxy)-N-methylbenzenesulfonamide